2-(3-bromo-2-fluoro-phenyl)acetonitrile BrC=1C(=C(C=CC1)CC#N)F